N-(3-bromo-5-(methylsulfonamido)phenyl)-1-cyclohexyl-5-methyl-1H-pyrrole-3-carboxamide BrC=1C=C(C=C(C1)NS(=O)(=O)C)NC(=O)C1=CN(C(=C1)C)C1CCCCC1